BrC1=NC(=CC=C1)CCl 2-bromo-6-(Chloromethyl)pyridine